sodium iso-amyl dithiophosphate P(=S)(SCCC(C)C)([O-])[O-].[Na+].[Na+]